OCC(CO)(COCC(COCC(CO)(C)CO)(C)CO)C 2,6,10-tri(hydroxymethyl)-2,6,10-trimethyl-4,8-dioxa-1,11-undecanediol